C(#N)C=1C=C(C=CC1C(=O)OC)C1N(CCN(C1)CCC(F)(F)F)CC1=C2C=CN(C2=C(C=C1OC)C)C(=O)[O-] 4-((2-(3-cyano-4-(methoxycarbonyl)phenyl)-4-(3,3,3-trifluoropropyl)piperazin-1-yl)methyl)-5-methoxy-7-methylindole-1-carboxylate